benzylidenediiodosilane C(C1=CC=CC=C1)=[Si](I)I